I(=O)(=O)O.S1C(=CC=C1)C1=CC=C(CN)C=C1 4-(2-thienyl)benzylamine iodate